2-[4-[3-(azetidine-1-carbonyl)-7-(trifluoromethyl)thieno[3,2-b]pyridin-5-yl]piperazin-1-yl]-N-isopropyl-acetamide N1(CCC1)C(=O)C1=CSC=2C1=NC(=CC2C(F)(F)F)N2CCN(CC2)CC(=O)NC(C)C